C(C1=CC=CC=C1)[C@@H]1N(OCC1)C1=CC(=NC=N1)NC=1C(=CC(=C(C1)NC(C=C)=O)N1CCC(CC1)OCCN(CC)CC)OC N-(5-((6-((S)-3-benzylisoxazolidine-2-yl)pyrimidine-4-yl)amino)-2-(4-(2-(diethylamino)ethoxy)piperidine-1-yl)-4-methoxyphenyl)acrylamide